FC1=C(C=CC=C1)NC(=O)[C@H](O)[C@@H](O)[C@H](O)[C@H](O)CO N-(2-Fluorophenyl)-d-gluconamide